2-methyl-2-[5-methyl-6-(1,3-oxazol-2-yl)-2,4-dioxo-1-(2-phenylethyl)-1H,2H,3H,4H-thieno[2,3-d]pyrimidin-3-yl]propionic acid CC(C(=O)O)(C)N1C(N(C2=C(C1=O)C(=C(S2)C=2OC=CN2)C)CCC2=CC=CC=C2)=O